N-tert-Butoxycarbonyl-N-[[7-[4-(trifluoromethoxy)phenyl]oxazolo[5,4-b]pyridin-5-yl]methyl]carbamic acid tert-butyl ester C(C)(C)(C)OC(N(CC1=CC(=C2C(=N1)OC=N2)C2=CC=C(C=C2)OC(F)(F)F)C(=O)OC(C)(C)C)=O